2,5-Diiodo-3-hexylthiophen IC=1SC(=CC1CCCCCC)I